tert-butyl 1-(N-((1S)-2-(6-fluoro-2,3-dimethylphenyl)-1-(5-oxo-4,5-dihydro-1,3,4-oxadiazol-2-yl)propyl)sulfamoyl)-octahydro-6H-pyrrolo-[3,4-b]pyridine-6-carboxylate FC1=CC=C(C(=C1C([C@@H](C=1OC(NN1)=O)NS(=O)(=O)N1C2C(CCC1)CN(C2)C(=O)OC(C)(C)C)C)C)C